ClC=1C=NC=C(C1[C@@H](C)OC=1C=C2C(=NNC2=CC1)C=1C=C(C(=NC1)OC)NC(CN(C)C)=O)Cl N-[5-[5-[(1R)-1-(3,5-dichloro-4-pyridyl)ethoxy]-1H-indazol-3-yl]-2-methoxy-3-pyridyl]-2-(dimethylamino)acetamide